O=C1NC(=NC2=CC=CC=C12)CC1CN(CCC1)C(=O)OC(C)(C)C tert-butyl 3-((4-oxo-3,4-dihydroquinazolin-2-yl)methyl)piperidine-1-carboxylate